methyl-pyrrolidine-3-sulfonamide CN1CC(CC1)S(=O)(=O)N